tert-butyl 4-((5-bromo-3-((2-(2-ethoxy-2-oxoethyl)phenoxy)methyl)benzofuran-7-yl)methyl)piperazine-1-carboxylate BrC=1C=C(C2=C(C(=CO2)COC2=C(C=CC=C2)CC(=O)OCC)C1)CN1CCN(CC1)C(=O)OC(C)(C)C